C(C)(=O)O[C@@]1([C@H](O[C@H]([C@@H]1OC(C)=O)N1C2=NC(=NC(=C2N=C1)Cl)Cl)COC(C(=O)OC)(C(=O)NC)CC1=CC=CC=C1)C#C (2R,3R,4R,5R)-2-(((2-benzyl-1-methoxy-3-(methylamino)-1,3-dioxopropan-2-yl)oxy)methyl)-5-(2,6-dichloro-9H-purin-9-yl)-3-ethynyl-tetrahydrofuran-3,4-diyl diacetate